N(=C=O)C(CC)CCCCCCCC 3-isocyanaton-undecane